FC=1C=C2[C@H](CCOC2=CC1)N[S@@](=O)C(C)(C)C (S)-N-[(S)-6-fluorochroman-4-yl]-2-methylpropan-2-sulfinamide